CN(C)CC(C(=O)N1CC(C1)C(=O)NC)=C 1-(2-((dimethylamino)methyl)acryloyl)-N-methylazetidine-3-carboxamide